tert-butyl (2R,3S,4S)-4-[(tert-butoxycarbonyl)oxy]-2-{[4-(difluoromethyl)phenyl]methyl}-3-hydroxypyrrolidine-1-carboxylate C(C)(C)(C)OC(=O)O[C@@H]1[C@H]([C@H](N(C1)C(=O)OC(C)(C)C)CC1=CC=C(C=C1)C(F)F)O